C(C1=CC(O)=C(O)C(O)=C1)(=O)O[C@H]1[C@H](O)[C@@H](O)[C@H](O)[C@H](O1)COC(C1=CC(O)=C(O)C(O)=C1)=O 1,6-di-O-galloyl-beta-D-glucose